C(CC)NC(CCCCCCCCCCCC(=O)NCC(=O)O)=O 13-propylamino-13-oxotridecylamidoacetic acid